C1(CC1)C1=CC=C(C=C1)C=1C=C(C(=NC1)NN)S(=O)(=O)CC 5-(4-cyclopropylphenyl)-3-(ethanesulfonyl)-2-hydrazinopyridine